azidobutyric acid pentafluorophenylester FC1=C(C(=C(C(=C1OC(C(CC)N=[N+]=[N-])=O)F)F)F)F